FC([C@](C(=O)OCC(C1=CC(=NC=C1)OC(F)F)NC(=O)OC(C)(C)C)(C1=CC=CC=C1)OC)(F)F 2-[(tertbutoxy carbonyl)amino]-2-[2-(difluoromethoxy)pyridin-4-yl]ethyl (2R)-3,3,3-trifluoro-2-methoxy-2-phenylpropanoate